4-hydroxy-6-methoxy-6-oxohexa-2,4-dienoic acid OC(C=CC(=O)O)=CC(=O)OC